L-3-thienyl-alanine S1C=C(C=C1)N[C@@H](C)C(=O)O